4-(5-(isothiazol-4-yl)benzo[d]oxazol-2-yl)picolinic acid ethyl ester C(C)OC(C1=NC=CC(=C1)C=1OC2=C(N1)C=C(C=C2)C=2C=NSC2)=O